tert-butyl 2-oxo-2,3-dihydro-1H-benzo[d]imidazole-1-carboxylate O=C1NC2=C(N1C(=O)OC(C)(C)C)C=CC=C2